C[C@H]1CN(CCN1C1=NC(=NC=2C[C@]3(CCC12)CC1=CC=CC=C1CC3)OC[C@H]3N(CCC3)C)C(=O)OC(C)(C)C tert-butyl (S)-3-methyl-4-((R)-2'-(((S)-1-methylpyrrolidin-2-yl)methoxy)-3,4,5',8'-tetrahydro-1H,6'H-spiro[naphthalene-2,7'-quinazolin]-4'-yl)piperazine-1-carboxylate